C1(CC1)C1=NN(C=N1)C1CC2(CN(C2)C(=O)N2CC3(CN(C3)C(=O)C3=C(C=C(C=C3)F)C(F)(F)F)C2)C1 (6-(6-(3-cyclopropyl-1H-1,2,4-triazol-1-yl)-2-azaspiro[3.3]heptane-2-carbonyl)-2,6-diazaspiro[3.3]heptan-2-yl)(4-fluoro-2-(trifluoromethyl)phenyl)methanone